nitrophenylazo-2-naphthalenol chromium [Cr].[N+](=O)([O-])C=1C(=C(C2=CC=CC=C2C1)N=NC1=CC=CC=C1)O